methyl (1R)-cis-3-oxo-2-pentyl-1-cyclopentanecarboxylate O=C1[C@@H]([C@@H](CC1)C(=O)OC)CCCCC